NC(CN1CC(C1)OC1=C(C=2O[B-](C3CC3C2C=C1)(O)O)C(=O)[O-])=O 9-[1-(2-amino-2-oxoethyl)azetidin-3-yl]oxy-5,5-dihydroxy-6-oxa-5-boranuidatricyclo[5.4.0.02,4]undeca-1(7),8,10-triene-8-carboxylate